NC=1C(NC2=CC(=NC(=C2C1C1=C2C=NNC2=C(C=C1)F)OC)C1CC1)=O 3-Amino-7-cyclopropyl-4-(7-fluoro-1H-indazol-4-yl)-5-methoxy-1H-1,6-naphthyridin-2-one